C(C=C)C1=NC(=NC(=N1)CC=C)C1=C(C=CC=C1)O 2,4-bis(allyl)-6-(2-hydroxyphenyl)-1,3,5-triazine